CC(C)(CCC(C)(OOC(C)(C)C)C)OOC(C)(C)C 2,5-dimethyl-2,5-bis(tertiary butylperoxy)hexane